C(C1=CC=CC=C1)N1C(CCC1)=O 1-benzylpyrrolidin-2-one